C(C1=CC=CC=C1)OC(=O)N1C[C@@H]2C([C@@H]2C1)CO (1S,5R)-6-hydroxymethyl-3-azabicyclo[3.1.0]Hexane-3-carboxylic acid benzyl ester